C(CCCCCCCCCCCCCCC)[NH+](C1=CC=CC=C1)CCCCCCCCCCCCCCCC N,N-Dihexadecylanilinium